N-[(1R)-1-[3-amino-5-(trifluoromethyl)phenyl]ethyl]-1-(7-fluoro-1-methyl-1H-indazole-6-yl)-6-oxo-1,6-dihydropyridazine-3-carboxamide NC=1C=C(C=C(C1)C(F)(F)F)[C@@H](C)NC(=O)C1=NN(C(C=C1)=O)C1=CC=C2C=NN(C2=C1F)C